NCCNC(CNC(O)=O)=O.FC(C(=O)OCC1=CC=CC=C1)(F)F benzyl trifluoroacetate {2-[(2-aminoethyl)amino]-2-oxoethyl}carbamate